CC1=CC=C(C=C1)S p-toluenthiol